Undecane-5-carboxylic acid ethyl ester C(C)OC(=O)C(CCCC)CCCCCC